CC=1C(NC=CC1C)=O 3,4-dimethyl-pyridin-2-one